FC1(C2CC(CC(C1)N2)OC2=CC=C1C(=N2)OCC=2C=C(C=CC21)C2=CN=NC(=C2)OC)F 6,6-difluoro-3-{[8-(6-methoxypyridazin-4-yl)-6H-isochromeno[3,4-b]pyridin-3-yl]oxy}-8-azabicyclo[3.2.1]octane